6-METHOXY-N-(3-IODOPHENYL)-2-(TRIFLUOROMETHYL)-1H-IMIDAZO[4,5-B]PYRAZIN-5-AMINE COC1=C(N=C2C(=N1)NC(=N2)C(F)(F)F)NC2=CC(=CC=C2)I